CC1=CC2(CCC=3C(NC(=NC3C2)SC)=O)C2=CC=CC=C12 3-methyl-2'-(methylsulfanyl)-5',8'-dihydro-3'H-spiro[inden-1,7'-quinazolin]-4'(6'H)-one